N-(5-(5-methoxybenzo[d]thiazol-2-yl)pyridin-3-yl)methanesulfonamide cis-tert-butyl-(4-(3-fluoro-1-(tetrahydro-2H-pyran-2-yl)-1H-pyrazole-5-carbonyl)cyclohexyl)(methyl)carbamate C(C)(C)(C)OC(N(C)[C@@H]1CC[C@@H](CC1)C(=O)C1=CC(=NN1C1OCCCC1)F)=O.COC=1C=CC2=C(N=C(S2)C=2C=C(C=NC2)NS(=O)(=O)C)C1